N-[(2-Amino-3-pyridyl)sulfonyl]-6-(2,4-dimethoxypyrimidin-5-yl)-2-[(4S)-2,2,4-trimethylpyrrolidin-1-yl]pyridin-3-carboxamid NC1=NC=CC=C1S(=O)(=O)NC(=O)C=1C(=NC(=CC1)C=1C(=NC(=NC1)OC)OC)N1C(C[C@@H](C1)C)(C)C